Cl.NC\C=C(\CN1N=NC2=C1C=C(C=C2C2=CC(=C(C=C2)OC)S(NC(C)C)(=O)=O)C(=O)NC)/F (Z)-1-(4-amino-2-fluoro-but-2-en-1-yl)-4-(3-(N-isopropylsulfamoyl)-4-methoxyphenyl)-N-methyl-1H-benzo[d][1,2,3]triazole-6-carboxamide hydrochloride